[5-(1-[(2E)-2-(aminomethyl)-3-fluoroprop-2-en-1-yl]-5-oxo-1,5-dihydro-4H-1,2,4-triazol-4-ylmethyl)thiophen-2-yl]-8-methyl-3,4-dihydro-quinolin-2(1H)-one hydrochloride Cl.NC/C(/CN1N=CN(C1=O)CC1=CC=C(S1)N1C(CCC2=CC=CC(=C12)C)=O)=C\F